FC1(CCN(CC1)CC(C)C)C(=O)NC=1N=CC2=CC=C(C=C2C1)C=1N=NN(C1)C 4-fluoro-1-isobutyl-N-(6-(1-methyl-1H-1,2,3-triazol-4-yl)isoquinolin-3-yl)piperidine-4-carboxamide